3,5-dihydroxyl-pentylbenzene OC(CCC1=CC=CC=C1)CCO